(S)-2-(5-(1-Methyl-1H-indazol-5-yl)-benzo[d]oxazol-2-yl)pyrrolidine-1-carbonitrile CN1N=CC2=CC(=CC=C12)C=1C=CC2=C(N=C(O2)[C@H]2N(CCC2)C#N)C1